C1(CCCCC1)[C@@H](C(=O)N1CCN(CC1)C(=O)C=1N(C2=CC(=CC=C2C1)OC)C)NC([C@H](C)NC)=O (S)-N-((S)-1-cyclohexyl-2-(4-(6-meth-oxy-1-methyl-1H-indole-2-carbonyl)-piperazin-1-yl)-2-oxoethyl)-2-(methylamino)propanamide